ClC1=CC(=C2C(=N1)N(N=C2)C2COC2)CN2CCCC2 6-chloro-1-(oxetan-3-yl)-4-(pyrrolidin-1-ylmethyl)-1H-pyrazolo[3,4-b]pyridine